2-{2-cyano-6-[2-(morpholin-4-yl)ethyl]-5,8-dioxo-5,6,7,8-tetrahydro-4H-pyrazolo[1,5-a]pyrrolo[3,4-d]pyrimidin-4-yl}-N-(5-fluoropyridin-2-yl)acetamide C(#N)C1=NN2C(N(C3=C(C2=O)CN(C3=O)CCN3CCOCC3)CC(=O)NC3=NC=C(C=C3)F)=C1